1-(1-(piperazine-1-carbonyl)-piperidin-4-yl)cyclopropane-1-carboxylic acid N1(CCNCC1)C(=O)N1CCC(CC1)C1(CC1)C(=O)O